FC1=C(C=CC=C1)C1=NC=CC(=C1)NC1=NC=NC2=CC(=C(C=C12)[N+](=O)[O-])OCCCN1CCN(CC1)C(=O)OC(C)(C)C tert-butyl 4-(3-((4-((2-(2-fluorophenyl) Pyridin-4-yl)amino)-6-nitroquinazolin-7-yl)oxy)propyl)piperazine-1-carboxylate